4-(1-(2-Methoxybenzoyl)-1H-pyrrolo[2,3-c]pyridin-4-yl)benzonitrile COC1=C(C(=O)N2C=CC=3C2=CN=CC3C3=CC=C(C#N)C=C3)C=CC=C1